[N+](=O)(OCC(C1=CC=CC=C1)N1C(C2=CC=3C(N(C(C3C=C2C1=O)=O)C(CO[N+](=O)[O-])C1=CC=CC=C1)=O)=O)[O-] (1,3,5,7-Tetraoxo-5,7-dihydropyrrolo[3,4-f]isoindole-2,6(1H,3H)-diyl)bis(2-phenylethane-2,1-diyl) dinitrate